C(C)(C)OC(=O)N1CC=CC1 3-pyrroline-1-carboxylic acid isopropyl ester